7-(4-(4-(benzo[b]thiophen-4-yl)piperazin-1-yl)butoxy)quinolin-2-yl butyrate C(CCC)(=O)OC1=NC2=CC(=CC=C2C=C1)OCCCCN1CCN(CC1)C1=CC=CC=2SC=CC21